C(CCCCCCCCCCCCCCCCC)[Si](OC)(OC)OC Octadecyl-trimethoxysilan